COC(=O)C1CCC(CC1)N1C(NC2=C1C=C(C=C2)F)=O 4-(6-fluoro-2-oxo-3H-benzoimidazol-1-yl)cyclohexanecarboxylic acid methyl ester